3-chloro-5-methyl-iodobenzene ClC=1C=C(C=C(C1)C)I